sodium thiophene-3-oxyacetate S1C=C(C=C1)OCC(=O)[O-].[Na+]